ClC=1C(=C(C=CC1F)[C@@H]1[C@H](O[C@@](C1)(C(F)(F)F)C)C(=O)NC1=CC(=NC=C1)C(=O)NC)OC (2S,3R,4R,5S)-4-[[3-(3-Chloro-4-fluoro-2-methoxy-phenyl)-5-methyl-5-(trifluoromethyl)tetrahydrofuran-2-carbonyl]amino]-N-methyl-pyridin-2-carboxamid